(tert-Butoxycarbonyl)-L-glutamic acid C(C)(C)(C)OC(=O)N[C@@H](CCC(=O)O)C(=O)O